tert-butyl 6-[8-(1,3-benzothiazol-2-ylcarbamoyl)-3,4-dihydro-1H-isoquinolin-2-yl]-3-[1-(16-methoxy-16-oxo-hexadecyl)-3,5-dimethyl-pyrazol-4-yl]pyridine-2-carboxylate S1C(=NC2=C1C=CC=C2)NC(=O)C=2C=CC=C1CCN(CC21)C2=CC=C(C(=N2)C(=O)OC(C)(C)C)C=2C(=NN(C2C)CCCCCCCCCCCCCCCC(=O)OC)C